NC=1C=C(C=C2C=C(N=CC12)NC(=O)[C@H]1[C@H](C1)F)C=1C=NC(=CC1CC)CO |r| (±)-cis-N-(8-amino-6-(4-ethyl-6-(hydroxymethyl)pyridin-3-yl)isoquinolin-3-yl)-2-fluorocyclopropanecarboxamide